Bis[2-(3,5-xylyloxy)ethyl]amine C1(=CC(=CC(=C1)C)C)OCCNCCOC1=CC(=CC(=C1)C)C